C(C1=CC=CC=C1)OC(=O)N[C@@H](CC(=O)OC)CO Methyl (3S)-3-[[(benzyloxy)carbonyl]amino]-4-hydroxybutanoate